N-(((2S,5S)-5-(4-Chlorobenzyl)-4-(4-(1,5-dimethyl-1H-pyrazol-3-yl)cyclohexyl)morpholin-2-yl)methyl)-1H-imidazol-4-carboxamid ClC1=CC=C(C[C@H]2CO[C@H](CN2C2CCC(CC2)C2=NN(C(=C2)C)C)CNC(=O)C=2N=CNC2)C=C1